CN1CCC(CC1)NC=1N=C(C2=C(N1)N=C(C=C2)C(=C)C)N N2-(1-methylpiperidin-4-yl)-7-(prop-1-en-2-yl)pyrido[2,3-d]pyrimidine-2,4-diamine